NC=1C2=CC=C(C=C2N=C2CCCC(C12)=O)OC 9-amino-6-methoxy-3,4-dihydroacridin-1(2H)-one